[N+](=O)([O-])C=1C=C2C3=C(C=CC=C3C1)C(=O)OC2=O 3-nitro-1,8-naphthalenedicarboxylic anhydride